2-amino-5-((2-(6-(methoxymethyl)pyridin-2-yl)ethyl)amino)-2,3-dimethylpyrazolo[1,5-a]pyrimidine-6-carbonitrile NC1(NN2C(N=C(C(=C2)C#N)NCCC2=NC(=CC=C2)COC)=C1C)C